N-(1'-(2-(1,1-difluoroethyl)-6-(1-(2-methoxyethyl)-1H-pyrazol-4-yl)pyrimidin-4-yl)-1',2'-dihydrospiro[cyclopropane-1,3'-pyrrolo[3,2-c]pyridin]-6'-yl)acetamide FC(C)(F)C1=NC(=CC(=N1)N1CC2(C=3C=NC(=CC31)NC(C)=O)CC2)C=2C=NN(C2)CCOC